NC1=CC=C(C=N1)C1=CC=C(C=C1)C1=CC=C2CN(C(C2=C1)=O)C(C1=C(C=CC(=C1)F)O)C1=NC2=C(N1)C=CC=C2 6-[4-(6-amino-3-pyridyl)phenyl]-2-[1H-benzimidazol-2-yl-(5-fluoro-2-hydroxy-phenyl)-methyl]isoindolin-1-one